FC1(C(C1)SC=1N=C2N(N1)[C@@H](C[C@@H]2F)C2=CC=CC=C2)F (5S,7S)-2-(2,2-difluorocyclopropyl)sulfanyl-7-fluoro-5-phenyl-6,7-dihydro-5H-pyrrolo[1,2-b][1,2,4]triazole